C1(CC1)N([C@H]1CN(CCC1)C(=O)N)C(NCC1=NOC(=C1)C1=CC(=CC(=C1)OC(F)(F)F)F)=O (3R)-3-{1-cyclopropyl[({5-[3-fluoro-5-(trifluoromethoxy)phenyl]-1,2-oxazol-3-yl}methyl)carbamoyl]amino}piperidine-1-carboxamide